4,5-Dimethyl-6-(1,3,4,5-tetrahydro-2H-benzazepin-2-yl)pyrimidin-2-amine CC1=NC(=NC(=C1C)C1NC2=C(CCC1)C=CC=C2)N